1-(5-bromo-2,3-difluoro-6-methoxy-phenyl)-3-carbamimidoyl-guanidine BrC=1C=C(C(=C(C1OC)NC(=N)NC(N)=N)F)F